C1(CC1)N1CCN(CC1)C=1C=CC(=C(C(=O)OCC2=CC=CC=C2)C1)C benzyl 5-(4-cyclopropylpiperazin-1-yl)-2-methyl-benzoate